6-ethoxy-2-morpholino-chromen-4-one C(C)OC=1C=C2C(C=C(OC2=CC1)N1CCOCC1)=O